6-(5-{(1S)-1-[3,5-bis(trifluoromethyl)benzamido]Ethyl}-3-methyl-1H-1,2,4-triazol-1-yl)nicotinic acid FC(C=1C=C(C(=O)N[C@@H](C)C2=NC(=NN2C2=NC=C(C(=O)O)C=C2)C)C=C(C1)C(F)(F)F)(F)F